C(C)OC(=O)C1=CC(=NN1CCCCl)C1=CC=C(C=C1)F 1-(3-chloropropyl)-3-(4-fluorophenyl)-1H-pyrazole-5-carboxylic acid ethyl ester